C(CCCCC)SCCCCCC Dihexyl sulfide